C(C1=CC=CC=C1)(=O)C1=CC=CS1 5-benzoyl-thiophene